ClC1=C(OC=2N=NC(=CC2C(=O)NC2=CC(=CC=C2)S(=O)(=N)C)[N+](=O)[O-])C=CC(=C1)F 3-(2-chloro-4-fluorophenoxy)-N-(3-(S-methylsulfonimidoyl)phenyl)-6-nitro-pyridazine-4-carboxamide